COC(=O)C1=CC(=C2C(=N1)SC(=N2)N)C 2-amino-7-methylthiazolo[5,4-b]pyridine-5-carboxylic acid methyl ester